7-chloro-2-(3'-methylphenyl)quinoline 2-ethylhexyl-thioglycolate C(C)C(CC(C(=O)O)S)CCCC.ClC1=CC=C2C=CC(=NC2=C1)C1=CC(=CC=C1)C